(S)-N-(1-(((1-aminoisoquinolin-6-yl)methyl)amino)-3-(3,4-difluorophenyl)-1-oxoprop-2-yl)-7-isopropyl-[1,2,4]triazolo[1,5-a]pyrimidine-5-carboxamide NC1=NC=CC2=CC(=CC=C12)CNC([C@H](CC1=CC(=C(C=C1)F)F)NC(=O)C1=NC=2N(C(=C1)C(C)C)N=CN2)=O